2-naphthyl-methyl-ammonium C1=C(C=CC2=CC=CC=C12)[NH2+]C